2-Chloro-6-(3-trimethylsilylpyrazol-1-yl)pyridine-3-carboxylic acid ClC1=NC(=CC=C1C(=O)O)N1N=C(C=C1)[Si](C)(C)C